C1=CC(=CC=C1N)S(=O)(=O)[N-]C2=NC=CS2.[Na+] Sulfathiazole Sodium Salt